C(C=C)(=O)OCCSSCCOC(C=C)=O (2-(acryloyloxy) ethyl) disulfide